2-[3-(2-(adamantylacetylamino)-ethyl)-1H-indol-2-yl]-acetic acid isopropyl ester C(C)(C)OC(CC=1NC2=CC=CC=C2C1CCNC(CC12CC3CC(CC(C1)C3)C2)=O)=O